acrylic acid sulfopropyl ester S(=O)(=O)(O)CCCOC(C=C)=O